BrC1=CC(=NC=C1)C(C(=O)N)CN1CCNCC1 (4-bromopyridin-2-yl)-3-(piperazin-1-yl)propionamide